ClC=1C=C2C(C(=CN(C2=CC1N1[C@H](CCC1)COC1=NC(=CC=C1Cl)C)C=1C=NC(=CC1)N1CC(C1)N(C)C)C(=O)O)=O |r| rac-(R)-6-chloro-7-(2-(((3-chloro-6-methylpyridin-2-yl)oxy)methyl)pyrrolidin-1-yl)-1-(6-(3-(dimethyl-amino)azetidin-1-yl)pyridin-3-yl)-4-oxo-1,4-dihydro-quinoline-3-carboxylic acid